1-[(4-cyanopyridin-2-yl)methyl]-3-[(1R,2S)-2-phenylcyclopropyl]urea C(#N)C1=CC(=NC=C1)CNC(=O)N[C@H]1[C@@H](C1)C1=CC=CC=C1